CN([C@@H](CO)C(=O)OCC1=NN(C2=CC=C(C=C12)Br)C1CCOCC1)C(=O)C=1N=C(SC1)C12CCC(CC1)(CC2)NC(=O)OC(C)(C)C (5-bromo-1-(tetrahydro-2H-pyran-4-yl)-1H-indazol-3-yl)methanol methyl-(2-(4-((tert-butoxycarbonyl)amino)bicyclo[2.2.2]octan-1-yl)thiazole-4-carbonyl)-L-serinate